8-bromo-3-fluoro-5-[(4-fluorophenyl)methyl]-7-methyl-3,4-dihydro-2H-1,5-benzoxazepine BrC1=CC2=C(N(CC(CO2)F)CC2=CC=C(C=C2)F)C=C1C